2-{6-azaspiro[2.5]octan-6-yl}-4-(2-hydroxyethanesulfonylamino)-N-(6-(trifluoromethyl)naphthalen-1-yl)benzamide C1CC12CCN(CC2)C2=C(C(=O)NC1=CC=CC3=CC(=CC=C13)C(F)(F)F)C=CC(=C2)NS(=O)(=O)CCO